tris(dipropylamino)(4-vinylphenyl)silane Propyl-1,4-diazepane-1-carboxylate C(CC)OC(=O)N1CCNCCC1.C(CC)N(CCC)[Si](C1=CC=C(C=C1)C=C)(N(CCC)CCC)N(CCC)CCC